(aminomethyl)-1-(trans-3-hydroxycyclobutyl)-1H-pyrazole-5-carboxylic acid methyl ester COC(=O)C1=CC(=NN1[C@@H]1C[C@H](C1)O)CN